C(C)OC(=O)C1CC2=CC(=C(C(=C2C1)F)N)NC([C@@H](C)NC(=O)OC(C)(C)C)=O.C1(CC2C(CC1)O2)CC[Si](OCC)(OCC)OCC (3,4-Epoxycyclohexyl)ethyltriethoxysilane ethyl-5-amino-6-[[(2R)-2-(tert-butoxycarbonylamino)propanoyl]amino]-4-fluoro-indane-2-carboxylate